(E)-3-(3-methylstyryl)-5,5-dimethylcyclohex-2-en-1-one CC=1C=C(/C=C/C2=CC(CC(C2)(C)C)=O)C=CC1